Methyl (R)-2-amino-5-(2-((4-aminoimidazo[2,1-f][1,2,4]triazin-7-yl)methyl)-3,4-dichlorophenoxy)pentanoate N[C@@H](C(=O)OC)CCCOC1=C(C(=C(C=C1)Cl)Cl)CC1=CN=C2C(=NC=NN21)N